FC1=C(C=CC=C1F)C=1C2=C(C(=NC1)OC)N=C(S2)NC(=O)N2CC1(CC2)CCOCC1 8-Oxa-2-aza-spiro[4.5]decane-2-carboxylic acid [7-(2,3-difluorophenyl)-4-methoxy-thiazolo[4,5-c]pyridin-2-yl]-amide